ClC=1C(=C(C=C(C1)F)[C@H](C)N)COC=1C=CC=C2C(=CC(=NC12)C)N1N=CC(=C1C)F (S)-1-(3-chloro-5-fluoro-2-((4-(4-fluoro-5-methyl-1H-pyrazol-1-yl)-2-methylquinolin-8-yloxy)methyl)phenyl)ethylamine